C(C=C)(=O)OCCC1=C(C(C(=O)O)=CC=C1)C(=O)O acryloxyethyl-phthalic acid